C(C=C(C(=O)O)CC(=O)O)(=O)O.C(C=C(C(=O)O)CC(=O)O)(=O)O aconitic acid (Cis-aconitate)